COC=1C=C2C(=CC(OC2=CC1OC)=O)CCCCCCCC[P+](C1=CC=CC=C1)(C1=CC=CC=C1)C1=CC=CC=C1 (8-(6,7-dimethoxy-2-oxo-2H-chromen-4-yl)octyl)triphenylphosphonium